C(C)(C)(C)C(C#CC(=O)OCC[C@@H]1OC2(O[C@H]1C1=CC=CC=C1)CCCCC2)OC(C(C)=O)=O 2-((2S,3S)-3-phenyl-1,4-dioxaspiro[4.5]dec-2-yl)ethanol tert-butyl-4-((2-oxopropanoyl)oxy)but-2-ynoate